OC(COC(C(=C)C)=O)C.C(CCC=C)N1C(=CC=C1)C(C)=O 1-(1-(pent-4-en-1-yl)-1H-pyrrol-2-yl)ethan-1-one 2-hydroxypropyl-methacrylate